4-[(2-{3-[(4-methanesulfonylphenyl)-amino]prop-1-yn-1-yl}-5-methyl-1-(2,2,2-trifluoroethyl)-1H-indol-4-yl)amino]-1λ6-thiane-1,1-dione CS(=O)(=O)C1=CC=C(C=C1)NCC#CC=1N(C2=CC=C(C(=C2C1)NC1CCS(CC1)(=O)=O)C)CC(F)(F)F